1-[(12aR)-9-(2-chloro-6-hydroxyphenyl)-8-ethynyl-10-methyl-3,4,12,12a-tetrahydro-6H-pyrazino[2,1-c][1,4]benzooxazepin-2(1H)-yl]prop-2-en-1-one ClC1=C(C(=CC=C1)O)C1=C(C2=C(CN3[C@@H](CO2)CN(CC3)C(C=C)=O)C=C1C#C)C